CC1([C@@H]([C@H](CCC1)C)CC[C@H](CCC)O)C (3S)-1-[(1R,6S)-2,2,6-trimethylcyclohexyl]-3-hexanol